tert-butyl N-[4-hydroxy-4-[(3S)-1-[2-chloro-4-[(2,4-dimethoxyphenyl)methyl-(6-fluoro-2-pyridyl)sulfamoyl]-3,5-difluoro-phenyl]-3-methoxy-pyrrolidin-3-yl]but-2-ynyl]-N-methyl-carbamate OC(C#CCN(C(OC(C)(C)C)=O)C)[C@]1(CN(CC1)C1=C(C(=C(C(=C1)F)S(N(C1=NC(=CC=C1)F)CC1=C(C=C(C=C1)OC)OC)(=O)=O)F)Cl)OC